[1,2,4]triazolo[1,5-c]pyrimidine-2(3H)-one N=1C(NN2C=NC=CC21)=O